6-(5H-imidazo[5,1-a]isoindol-5-yl)-3-azabicyclo[3.1.0]hexane-3-sulfonamide C=1N=CN2C1C1=CC=CC=C1C2C2C1CN(CC21)S(=O)(=O)N